4-((S)-2-Azidopropanamido)-2-fluorobenzyl N-(cyclopropylmethyl)-P-((E)-5-hydroxy-4-methylpent-3-en-1-yl)phosphonamidate C1(CC1)CNP(OCC1=C(C=C(C=C1)NC([C@H](C)N=[N+]=[N-])=O)F)(=O)CC\C=C(\CO)/C